ClC1=CC=C(OC(C(=O)N2CCN(CC2)C)(C)C)C=C1 1-[2-(4-chlorophenoxy)-2-methylpropanoyl]-4-methylpiperazine